C(CC)C=1C=C(C=C(O)C1)O 5-propyl-resorcinol